1-(2,6-dimethoxy-4-(7-(2-methyl-[1,1'-biphenyl]-3-yl)imidazo[1,2-a]pyridin-3-yl)benzyl)piperidine-2-carboxylic acid COC1=C(CN2C(CCCC2)C(=O)O)C(=CC(=C1)C1=CN=C2N1C=CC(=C2)C=2C(=C(C=CC2)C2=CC=CC=C2)C)OC